CS(=O)(=O)O.C(C)(C)(C)OC(=O)N1C[C@@H]2[C@H](C1)CC(C2)NC (3aR,5S,6aS)-5-(methylamino)hexahydrocyclopenta[c]pyrrole-2(1H)-carboxylic acid tert-butyl ester methanesulfonate